2-(ethoxymethyl)-4-(prop-1-en-2-yl)-1H-imidazole C(C)OCC=1NC=C(N1)C(=C)C